N1N=CC(=C1)N1CC2(CN(C2)C(=O)OC(C)(C)C)C1 tert-butyl 6-(1H-pyrazol-4-yl)-2,6-diazaspiro[3.3]heptane-2-carboxylate